CN([C@H]1CC=2C3=C(N(C2CC1)C)N=C(C=C3)NC3=CC1=C(N=C(S1)N1CCOCC1)C=C3)C (R)-N6,N6,9-trimethyl-N2-(2-morpholinobenzo[d]thiazol-6-yl)-6,7,8,9-tetrahydro-5H-pyrido[2,3-b]indole-2,6-diamine